C(C=C)(=O)N1C[C@@H](O[C@H](C1)[C@H](C(F)(F)F)O)C1=CC(=NC(=C1)Cl)C1=CC(=NC=N1)C(=O)NC 6-(4-((2S,6R)-4-acryloyl-6-((R)-2,2,2-trifluoro-1-hydroxyethyl)morpholin-2-yl)-6-chloropyridin-2-yl)-N-methylpyrimidine-4-carboxamide